3,3'-dioxo-2,2'-biindolyl-5,5'-disulfonic acid disodium salt [Na+].[Na+].O=C1C(=NC2=CC=C(C=C12)S(=O)(=O)[O-])C1=NC2=CC=C(C=C2C1=O)S(=O)(=O)[O-]